C(C)(C)(C)C1=NOC(=N1)C(=O)N[C@@H]1CCCCC2=C1C=CC(=C2)C2=CC(=NC=C2)NC(=O)[C@H]2CC21CC1 3-(tert-butyl)-N-((R)-2-(2-((S)-spiro[2.2]pentane-1-carboxamido)pyridin-4-yl)-6,7,8,9-tetrahydro-5H-benzo[7]annulen-5-yl)-1,2,4-oxadiazole-5-carboxamide